COCOC=1C=C2C=CN(C(C2=CC1C1=CN=C(N=N1)N1CC(CC1)NC1(CCC1)C)=O)C 6-(methoxymethoxy)-2-methyl-7-(3-{3-[(1-methylcyclobutyl)amino]pyrrolidin-1-yl}-1,2,4-triazin-6-yl)isoquinolin-1-one